4-[[(4-methoxyphenyl)methylamino]methyl]-N,N-dimethyl-pyridin-2-amine COC1=CC=C(C=C1)CNCC1=CC(=NC=C1)N(C)C